ethyl (4E)-4-[3-(6-methoxypyridin-2-yl)prop-2-yn-1-ylidene]-3,3-dimethylpiperidine-1-carboxylate COC1=CC=CC(=N1)C#C\C=C/1\C(CN(CC1)C(=O)OCC)(C)C